NCCS(=O)(=O)OC(C)C isopropyl taurate